(3Z)-5-[(1-ethylpiperidin-4-yl)amino]-3-[(3-fluorophenyl)-(5-methyl-1H-imidazol-2-yl)methylidene]-1H-indol-2-one C(C)N1CCC(CC1)NC=1C=C2/C(/C(NC2=CC1)=O)=C(/C=1NC(=CN1)C)\C1=CC(=CC=C1)F